5-bromo-2-(methylthio)pyrrolo[2,1-f][1,2,4]triazine BrC=1C=CN2N=C(N=CC21)SC